tetrahydropyrane-4,4-dicarboxylic acid O1CCC(CC1)(C(=O)O)C(=O)O